OC1=C(C(N(C(N1C)=O)C)=O)C(C=CC1=CC=C(C=C1)CCCCCCCC)=O hydroxy-1,3-dimethyl-5-(3-(4-octylphenyl)acryloyl)pyrimidine-2,4(1H,3H)-dione